CC1(C2=CC=C3C(=C2NC12C(=NC1=C(O2)C=CC2=CC=C(C=C21)OC)C(C)O)C=CC=C3)C 3,3-dimethyl-1-hydroxyethyl-9'-methoxyspiro-[benz[g]-indoline-2,3'-[3H]-naphtho[2,1-b][1,4]oxazine]